CC(C=O)(CCCC)C 2,2-dimethyl-hexanal